6-((2-(6,8-dioxa-2-azaspiro[3.5]nonan-7-yl)ethyl)(3-fluoro-4-methylbenzyl)amino)nicotinonitrile C1NCC12COC(OC2)CCN(C2=NC=C(C#N)C=C2)CC2=CC(=C(C=C2)C)F